4-(cyclohexylamino)-3-nitrobenzoic acid C1(CCCCC1)NC1=C(C=C(C(=O)O)C=C1)[N+](=O)[O-]